NC1=C(C=C2C(=N1)C(C=1C(=CC=CC1O2)Cl)=O)OC=2C(=NC(=NC2)N2CCC(CC2)CN2CCN(CC2)C2=CC=C1CN(C(C1=C2)=O)C2C(NC(CC2)=O)=O)C 3-(6-(4-((1-(5-((2-amino-9-chloro-10-oxo-10H-chromeno[3,2-b]pyridin-3-yl)oxy)-4-methylpyrimidin-2-yl)piperidin-4-yl)methyl)piperazin-1-yl)-1-oxoisoindolin-2-yl)piperidine-2,6-dione